trimethanamine hydrochloride Cl.CN.CN.CN